methyl 4-amino-1-(8-aminoisoquinolin-5-yl)-7-bromo-2-oxo-1,2-dihydroquinoline-3-carboxylate NC1=C(C(N(C2=CC(=CC=C12)Br)C1=C2C=CN=CC2=C(C=C1)N)=O)C(=O)OC